C1(CCCCCC1)C(C(=O)O)C=1NC2=C(N1)C=CC(=C2)C2CCOCC2 cycloheptyl-[5-(oxan-4-yl)-3H-1,3-benzodiazol-2-yl]acetic acid